N-(3-cyano-5-fluorophenyl)-3,3,8,8-tetrafluoro-4-hydroxy-1-azaspiro[4.5]decane-1-carboxamide C(#N)C=1C=C(C=C(C1)F)NC(=O)N1CC(C(C12CCC(CC2)(F)F)O)(F)F